C1(CCC1)C1=C(C=CC=C1F)C1=CC(=CC=C1O[C@H]1C[C@@H](CC1)NC(=O)[C@H]1N(CC(C1)(C)C)C)C=1C(=NN(C1)C)C(=O)OC methyl 4-(2'-cyclobutyl-3'-fluoro-6-(((1R,3R)-3-((S)-1,4,4-trimethylpyrrolidine-2-carboxamido)cyclopentyl)oxy)-[1,1'-biphenyl]-3-yl)-1-methyl-1H-pyrazole-3-carboxylate